2-tert-butyl-N-(3-chloro-4-methylphenyl)-6-({[2-(trifluoromethyl)phenyl]carbonyl}amino)-1H-benzimidazole-4-carboxamide C(C)(C)(C)C1=NC2=C(N1)C=C(C=C2C(=O)NC2=CC(=C(C=C2)C)Cl)NC(=O)C2=C(C=CC=C2)C(F)(F)F